BrC1=CC2=C(N=C(N=C2N[C@H](C)C=2C(=C(C=CC2)C(CO)(F)F)F)C)C(=N1)C 2-(3-{(1R)-1-[(6-bromo-2,8-dimethylpyrido[3,4-d]pyrimidin-4-yl)amino]ethyl}-2-fluorophenyl)-2,2-difluoroethan-1-ol